ClC1=C(C=CC=C1NC(=O)C=1C(N(C(N(C1)C)=O)C)=O)C1=C(C(=CC=C1)C1=NC=C(C(=C1)OC)CN1CC(C1)O)Cl N-(2,2'-dichloro-3'-(5-((3-hydroxyazetidin-1-yl)methyl)-4-methoxypyridin-2-yl)-[1,1'-biphenyl]-3-yl)-1,3-dimethyl-2,4-dioxo-1,2,3,4-tetrahydropyrimidine-5-carboxamide